NC=1N=CC2=C(C=C(C=C2C1)C1CNC(O1)=O)Cl 5-(3-amino-8-chloro-6-isoquinolinyl)oxazolidin-2-one